CC1(OCC=2C=C(C=NC2C1)NC1=NC(=NC=C1)NC1=CC(=C(C=C1)OCCCN1CCCCC1)OC)C 4-(7,7-dimethyl-7,8-dihydro-5H-6-oxa-1-azanaphth-3-ylamino)-2-[3-methoxy-4-(3-piperidinopropoxy)phenylamino]pyrimidine